2-(1H-indole-3-yl)acetic acid N1C=C(C2=CC=CC=C12)CC(=O)O